CNCC1=CC(=CC=C1)C(F)(F)F N-methyl-N-(3-trifluoromethylbenzyl)amine